1-(tert-butyl) 2-methyl (2S,4R)-4-aminopyrrolidine-1,2-dicarboxylate N[C@@H]1C[C@H](N(C1)C(=O)OC(C)(C)C)C(=O)OC